C1(=CC=CC=C1)C(N1CC(C1)N)C1=CC=CC=C1 1-(diphenylmethyl)azetidin-3-amine